N-[2-[3-hydroxy-2-(5H-imidazo[1,5-b]isoindol-5-yl)-7-azaspiro[3.5]nonan-7-yl]-1-methyl-2-oxoethyl]formamide OC1C(CC12CCN(CC2)C(C(C)NC=O)=O)C2N1C(C=3C=CC=CC23)=CN=C1